CN1CC(N(CC1)C(=O)C1=C(C=C(C#N)C=C1)N1CC(CC1)C(F)(F)F)C1=CC=CC=C1 4-(4-methyl-2-phenylpiperazine-1-carbonyl)-3-[3-(trifluoromethyl)pyrrolidin-1-yl]benzonitrile